CN1C=C(C=2N=C(N=C(C21)N/N=C/C2=CC(=CC=C2)C)N2CCOCC2)C2=CC=CC=C2 (E)-4-(5-methyl-4-(2-(3-methylbenzylidene)hydrazinyl)-7-phenyl-5H-pyrrolo[3,2-d]pyrimidin-2-yl)morpholine